methyl 1-[2-(5-{2-[(2,3-dihydro-1H-inden-2-yl)amino]pyrimidin-5-yl}-1,3,4-oxadiazol-2-yl)acetyl]-1,2,3,6-tetrahydropyridine-4-carboxylate C1C(CC2=CC=CC=C12)NC1=NC=C(C=N1)C1=NN=C(O1)CC(=O)N1CCC(=CC1)C(=O)OC